N1(CCSCC1)CCC(=O)O 4-thiomorpholinepropionic acid